[1-[3-(3,4-difluorophenyl) phenyl]-2-(5-methyl-1,3,4-oxadiazol-2-yl) ethyl] carbamate C(N)(OC(CC=1OC(=NN1)C)C1=CC(=CC=C1)C1=CC(=C(C=C1)F)F)=O